benzyl 3-acetyl-3-methylpiperidine-1-carboxylate C(C)(=O)C1(CN(CCC1)C(=O)OCC1=CC=CC=C1)C